(S)-3-(3-(1H-imidazol-1-yl)phenyl)-3-(3-(4-hydroxy-1-methyl-2-oxo-1,2-dihydropyridin-3-yl)ureido)propionic acid N1(C=NC=C1)C=1C=C(C=CC1)[C@H](CC(=O)O)NC(=O)NC=1C(N(C=CC1O)C)=O